2-fluoro-N-[(3S)-pyrrolidin-3-yl]benzamide FC1=C(C(=O)N[C@@H]2CNCC2)C=CC=C1